6-(3-(2-ethoxyethoxy)propyl)pyridine-2,4-diol C(C)OCCOCCCC1=CC(=CC(=N1)O)O